[4-[4-[[(2S)-3,3-dicyclopropyl-2-[(2-isopropylpyrazole-3-carbonyl)amino]propanoyl]-amino]phenyl]-3,5-dimethyl-pyrazol-1-yl]methyl (2S)-2-amino-3-methyl-butanoate N[C@H](C(=O)OCN1N=C(C(=C1C)C1=CC=C(C=C1)NC([C@H](C(C1CC1)C1CC1)NC(=O)C=1N(N=CC1)C(C)C)=O)C)C(C)C